CN1C(N(C2=C1C(=CC=C2)C2CC(C2)OC2CCNCC2)C2C(NC(CC2)=O)=O)=O 3-(3-Methyl-2-oxo-4-((1s,3s)-3-(piperidin-4-yloxy)cyclobutyl)-2,3-dihydro-1H-benzo[d]imidazol-1-yl)piperidine-2,6-dione